NC1=C(C(=NC(=C1Cl)N1NCC2=C(C=CC=C12)Cl)C(=O)O)Cl 4-amino-3,5-dichloro-6-(4-chloro-2H-indazol-1-yl)picolinic acid